3,5-dimethyldec-4-enal CC(CC=O)C=C(CCCCC)C